The molecule is a 2-oxo aldehyde that is 4-hydroxybutanal carrying an oxo group at position 2. It is a degradation product of vitamin C. It has a role as a human xenobiotic metabolite and an antibacterial agent. It is a 2-oxo aldehyde and a beta-hydroxy ketone. C(CO)C(=O)C=O